C(C)(=O)NCCCCN1C2=CC(=CC=C2C=2C=CN=C(C12)C)OC N-acetyl-4-(7-Methoxy-1-methyl-β-carbolin-9-yl)butylamine